ClC=1C=C(CNC2=NC(=NC3=CC=C(C=C23)C=2C=NOC2C)N2CCN(CC2)CCN(C)C)C=CC1 N-(3-chlorobenzyl)-2-(4-(2-(dimethylamino)ethyl)piperazin-1-yl)-6-(5-methylisoxazol-4-yl)quinazolin-4-amine